OCCOC=1C=C(C=CC1OC)C=1C=C(C=NC1)C1CB(OC1)O 4-(5-(3-(2-Hydroxyethoxy)-4-methoxyphenyl)pyridin-3-yl)-1,2-oxaborolan-2-ol